COC1=CC=C(C=C1)C(OC[C@@H]1[C@@H](C[C@@H](O1)N1C(NC=C(C1=O)C#N)=O)O)(C1=CC=CC=C1)C1=CC=C(C=C1)OC 3-[(2r,4r,5r)-5-[[bis(4-methoxyphenyl)-phenyl-methoxy]methyl]-4-hydroxy-tetrahydrofuran-2-yl]-2,4-dioxo-1H-pyrimidine-5-carbonitrile